S1C=C(C=C1)\C=C/1\C(NC(S1)=O)=O (Z)-5-(thien-3-ylmethylene)thiazolidine-2,4-dione